FC(C=1C(=C(C=CC1)[C@@H](C)NC=1C2=C(N=C(N1)C)N=C(C(=C2)C=2CCOCC2)OC)F)F (R)-N-(1-(3-(difluoromethyl)-2-fluorophenyl)ethyl)-6-(3,6-dihydro-2H-pyran-4-yl)-7-methoxy-2-methylpyrido[2,3-d]pyrimidin-4-amine